(E)-7-methoxy-3,4-dihydrobenzo[b]oxepin COC1=CC2=C(OCCCC2)C=C1